2-(aminoethyl)pyridine NCCC1=NC=CC=C1